tert-butyl (S)-3-((5-(4-((trimethylsilyl)ethynyl)phenyl)thiazol-2-yl)carbamoyl)pyrrolidine-1-carboxylate C[Si](C)(C)C#CC1=CC=C(C=C1)C1=CN=C(S1)NC(=O)[C@@H]1CN(CC1)C(=O)OC(C)(C)C